4-(2,5-dimethoxyphenyl)methylene-2,6-di-tert-butyl-2,5-cyclohexadien-1-one COC1=C(C=C(C=C1)OC)C=C1C=C(C(C(=C1)C(C)(C)C)=O)C(C)(C)C